C12C(C3CC(CC(C1)C3)C2)NC(COC2=NC(=NC=C2)OCC=C)=O N-(adamantan-2-yl)-2-((2-(allyloxy)pyrimidin-4-yl)oxy)acetamide